C1(CC1)NC(C1=CC(=C(C=C1)C)C=1C=NN(C1)C1=CN=C2N1C=C(C=C2)S(=O)(=O)C2COC2)=O N-cyclopropyl-4-methyl-3-{1-[6-(oxetane-3-sulfonyl)imidazo[1,2-a]pyridin-3-yl]-1H-pyrazol-4-yl}benzamide